(2-(Benzyloxy)-4,6-dimethylphenyl)boronic acid C(C1=CC=CC=C1)OC1=C(C(=CC(=C1)C)C)B(O)O